ClC1=C2C(N(C(NC2=C(C=C1)S(=O)(=O)C1=CC=C2C=CN(C2=C1)C=1SC=CC1)=O)O)=O 5-chloro-3-hydroxy-8-((1-(thiophen-2-yl)-1H-indol-6-yl)sulfonyl)quinazoline-2,4(1H,3H)-dione